methyl 7-(3,3-dimethyl-6-(pyrrolidin-1-yl) indolin-1-yl)-7-oxoheptanoate CC1(CN(C2=CC(=CC=C12)N1CCCC1)C(CCCCCC(=O)OC)=O)C